2-chloro-N-((1-((3-((5-ethyl-2-methoxyphenyl)sulfonamido)-4-methoxybenzo[d]isoxazol-6-yl)methyl)-1H-pyrazol-4-yl)methyl)acrylamide ClC(C(=O)NCC=1C=NN(C1)CC1=CC2=C(C(=NO2)NS(=O)(=O)C2=C(C=CC(=C2)CC)OC)C(=C1)OC)=C